CC(C)(C(CCCCC)C1=CC=CC=C1)C=1C=C(C=C(C1)O)O 5-(2-methyl-3-phenyloctan-2-yl)benzene-1,3-diol